N1C(=NC2=C1C=CC=C2)CNC2=NC(=NC=1N2N=CC1Br)N1CCC(CC1)O 1-(4-{[(1H-benzimidazol-2-yl)methyl]amino}-8-bromopyrazolo[1,5-a][1,3,5]triazin-2-yl)piperidin-4-ol